4-(4-nitrophenyl)-7,7-dimethyl-4,6,7,8-tetrahydro-2H-chromene-2,5(3H)-dione [N+](=O)([O-])C1=CC=C(C=C1)C1CC(OC=2CC(CC(C12)=O)(C)C)=O